2-chloro-N-(1-(4-fluorophenyl)-2-methylpropan-2-yl)-5,6,7,8-tetrahydroquinoline-3-carboxamide ClC1=NC=2CCCCC2C=C1C(=O)NC(CC1=CC=C(C=C1)F)(C)C